3-(6-METHOXYPYRIDIN-3-YL)-1-TOSYL-1H-PYRROLO[2,3-B]PYRIDIN COC1=CC=C(C=N1)C1=CN(C2=NC=CC=C21)S(=O)(=O)C2=CC=C(C)C=C2